(R)-tert-butyl 4-(3-isopropoxy-5-(10-methyl-8-oxo-9,10,11,12-tetrahydro-8H-diazepino[5',6':4,5]thieno[3,2-f]quinolin-3-yl)phenyl)piperazine-1-carboxylate C(C)(C)OC=1C=C(C=C(C1)C1=NC=2C=CC3=C(C2C=C1)C1=C(S3)C(NN(CC1)C)=O)N1CCN(CC1)C(=O)OC(C)(C)C